4-fluoropyrrolidine-2-carboxylic acid hydrochloride Cl.FC1CC(NC1)C(=O)O